FC1(CC2(C1)C[C@H](N(CC2)CC2=C1C=CNC1=C(C=C2OC)C)C=2C=NN(C2)CCOC)F (S)-2,2-difluoro-7-((5-methoxy-7-methyl-1H-indol-4-yl)methyl)-6-(1-(2-methoxyethyl)-1H-pyrazol-4-yl)-7-azaspiro[3.5]nonane